C12(CC3CC(CC(C1)C3)C2)C(=O)OS(=O)(=O)C(C)(F)F.C2(=CC=CC=C2)[S+](C2=CC=CC=C2)C2=CC=CC=C2 triphenylsulfonium adamantanecarbonyl-1,1-difluoroethane-1-sulfonate